NC=1C(=NC(=CN1)Br)OCC1=CC(=NC=C1OC1CC1)NC(OC(C)(C)C)=O tert-butyl 4-((3-amino-6-bromopyrazin-2-yloxy) methyl)-5-cyclopropoxypyridin-2-ylcarbamate